C(C)(=O)O[C@@H]1[C@H](OC2=CC(=CC(=C2C1=O)O)O)C1=CC=C(C=C1)O (2R,3R)-3-acetoxy-5,7,4'-trihydroxy-flavanone